CC(C(=O)O)(C)OCC1=NN(C2=CC=CC=C12)CC1=CC=CC=C1 2-methyl-2-((1-(phenylmethyl)-1H-indazol-3-yl)methoxy)propanoic acid